C(C)(C)(C)S t-butanethiol